(E)-5-{2-[(2,4-Difluorophenyl)sulfonyl]vinyl}-N4-methyl-N2-[5-(4-methylpiperazin-1-yl)pyridin-2-yl]pyrimidine-2,4-diamine FC1=C(C=CC(=C1)F)S(=O)(=O)/C=C/C=1C(=NC(=NC1)NC1=NC=C(C=C1)N1CCN(CC1)C)NC